COCC=1C=CC=2N(C1)N=CC2C(=O)N2[C@H](C1=C(CC2)NC=N1)C1=NN2C(C(=CC=C2)C(F)(F)F)=C1 (R)-(6-(methoxymethyl)pyrazolo[1,5-a]pyridin-3-yl)(4-(4-(trifluoromethyl)pyrazolo[1,5-a]pyridin-2-yl)-6,7-dihydro-1H-imidazo[4,5-c]pyridin-5(4H)-yl)methanone